CC=1N(C(=CC1C(CN1CCCC1)=O)C)C1=CC=CC2=CC=CC=C12 1-(2,5-Dimethyl-1-(naphthalen-1-yl)-1H-pyrrol-3-yl)-2-(pyrrolidin-1-yl)ethanone